C(CCC)N1CC(C1)OC1=CC=C(C=C1)[C@@H]1[C@@H](N(CC=2C3=C(C=CC12)NN=C3)C)CC(C)C (6S,7S)-6-(4-((1-Butylazetidin-3-yl)oxy)phenyl)-7-isobutyl-8-methyl-6,7,8,9-tetrahydro-3H-pyrazolo[3,4-h]Isochinolin